6-(3-chlorophenyl)-6-(piperidin-1-yl)-4,5,6,7-tetrahydrobenzothiadiazole ClC=1C=C(C=CC1)C1(CC2=C(N=NS2)CC1)N1CCCCC1